NC1=CC=CC(=N1)S(=O)(=O)NC(=O)C=1C(=NC(=CC1)C1=CC(=C(C=C1)F)OC)OC1=C(C=C(C=C1C)C)C N-[(6-Amino-2-pyridyl)sulfonyl]-6-(4-fluoro-3-methoxyphenyl)-2-(2,4,6-trimethylphenoxy)pyridin-3-carboxamid